The molecule is an N,N-dihydroxy-alpha-amino-acid anion resulting from removal of a proton from the carboxylic acid group of N,N-dihydroxy-L-valine. It is a N,N-dihydroxy-alpha-amino-acid anion and a monocarboxylic acid anion. It is a conjugate base of a N,N-dihydroxy-L-valine. CC(C)[C@@H](C(=O)[O-])N(O)O